N-(1-(3-cyano-6-(2-hydroxy-2-methylpropyloxy)pyrazolo[1,5-a]pyridin-4-yl)-1H-pyrazol-4-yl)-2-(6-methoxypyridin-3-yl)acetamide C(#N)C=1C=NN2C1C(=CC(=C2)OCC(C)(C)O)N2N=CC(=C2)NC(CC=2C=NC(=CC2)OC)=O